bis(di-t-butylphenylphosphine) palladium (II) dichloride [Pd](Cl)Cl.C(C)(C)(C)P(C1=CC=CC=C1)C(C)(C)C.C(C)(C)(C)P(C1=CC=CC=C1)C(C)(C)C